BrC=1C=C(C=CC1)[SiH3] (3-bromophenyl)silane